2-(3,5-dimethyl-1H-pyrazol-1-yl)pyridine CC1=NN(C(=C1)C)C1=NC=CC=C1